piperidin-3-ol di(2,2,2-Trifluoroacetate) FC(C(=O)O)(F)F.FC(C(=O)O)(F)F.N1CC(CCC1)O